methyl (Z)-12-hydroxyoctadec-9-enoate OC(C\C=C/CCCCCCCC(=O)OC)CCCCCC